O[C@@H]1C[C@@H](CC[C@H]1C)NC1=NC(=NC=C1C(=O)N)NC1=CC=C(C=C1)OC 4-(((1R,3R,4R)-3-hydroxy-4-methylcyclohexyl)amino)-2-((4-methoxyphenyl)amino)pyrimidine-5-carboxamide